2-(2,6-dioxopiperidin-3-yl)-5-(6-((4'-fluoro-5,5-dimethyl-3,4,5,6-Tetrahydro-[1,1'-biphenyl]-2-yl)methyl)-3,6-diazabicyclo[3.1.1]heptan-3-yl)isoindoline O=C1NC(CCC1N1CC2=CC=C(C=C2C1)N1CC2N(C(C1)C2)CC2=C(CC(CC2)(C)C)C2=CC=C(C=C2)F)=O